C(C1=CC=CC=C1)OC=1C=C(C(=O)O)C=C(C1OCC1=CC=CC=C1)OCC1=CC=CC=C1 3,4,5-tribenzyloxybenzoic acid